3-chloro-6-{6-[(dimethylphosphoryl)methoxy]pyridin-3-yl}-7-fluoro-N-[(1R)-1-(3-fluoropyridin-2-yl)propyl]-2-methyl-1,5-naphthyridin-4-amine ClC=1C(=NC2=CC(=C(N=C2C1N[C@H](CC)C1=NC=CC=C1F)C=1C=NC(=CC1)OCP(=O)(C)C)F)C